C1C=CC2=C1C1=C(S2=O)C=CC=C1 benzo[b]cyclopenta[d]thiophenone